1-(4-(4-(5-(2,5-dichlorophenyl)-4,5-dihydroisoxazol-3-yl)thiazol-2-yl)piperidin-1-yl)-2-((4-methoxypyrimidin-2-yl)oxy)ethan-1-one ClC1=C(C=C(C=C1)Cl)C1CC(=NO1)C=1N=C(SC1)C1CCN(CC1)C(COC1=NC=CC(=N1)OC)=O